NC=1C=2N(C3=CC(=C(C=C3N1)F)C(=O)N(C)[C@H](C(F)F)C1=CC=C(C=C1)OC(F)(F)F)C=NC2 (S)-4-amino-N-(2,2-difluoro-1-(4-(trifluoromethoxy)phenyl)ethyl)-7-fluoro-N-methylimidazo[1,5-a]quinoxaline-8-carboxamide